6'-(morpholine-4-carbonyl)-[3,4'-biquinoline]-2'-carbaldehyde N1(CCOCC1)C(=O)C=1C=C2C(=CC(=NC2=CC1)C=O)C=1C=NC2=CC=CC=C2C1